[N+](=O)([O-])C1=CC=C(OC(=O)OCC(=O)OC)C=C1 methyl (((4-nitrophenoxy)carbonyl)oxy)acetate